CC1=C(C=C(N)C=C1)CN[C@H](C)C1=CC=CC2=CC=CC=C12 (R)-4-Methyl-3-(((1-(naphthalen-1-yl)ethyl)amino)methyl)aniline